ClC=1N=C(C2=C(N1)C(=C(N=C2)Cl)F)N2C1CC1COCC2 2-(2,7-dichloro-8-fluoropyrido[4,3-d]pyrimidin-4-yl)-5-oxa-2-azabicyclo[5.1.0]octane